2-amino-1,8-dihydroxy-naphthalene-3-sulfonic acid NC1=C(C2=C(C=CC=C2C=C1S(=O)(=O)O)O)O